N1C=CC2=C(C=CC=C12)C=1C(=C(N=C2[C@H]3C([C@@H](CC12)C3)(C)C)N3CC1(CN(C1)C(C=C)=O)CC3)C#N (1R,9R)-6-(1H-indol-4-yl)-10,10-dimethyl-4-(2-(2-propenoyl)-2,6-diazaspiro[3.4]octan-6-yl)-3-azatricyclo[7.1.1.02,7]undeca-2,4,6-triene-5-carbonitrile